C(C)OC(=O)C1=CNC2=CC=C(C=C2C1=O)Cl 6-chloro-4-oxo-1,4-dihydroquinoline-3-carboxylic acid ethyl ester